tert-butyl (5-chloro-4'-((R*)-4-cyanoazepan-1-yl)-8-fluoro-2'-(methylthio)-3,4,5',8'-tetrahydro-2H-spiro[naphthalene-1,7'-pyrano[4,3-d]pyrimidin]-7-yl)carbamate ClC1=C2CCCC3(CC=4N=C(N=C(C4CO3)N3CC[C@@H](CCC3)C#N)SC)C2=C(C(=C1)NC(OC(C)(C)C)=O)F |o1:19|